O=C1C2=C(N=C(N1)CCC(=O)N1CCN(CC1)C1=CC=C(C=N1)C#N)C=CN=C2 6-[4-[3-(4-oxo-3H-pyrido[4,3-d]pyrimidin-2-yl)propionyl]piperazin-1-yl]pyridine-3-carbonitrile